ClC=1C(=NC(=C(N1)Cl)CC)C(=O)O 3,5-dichloro-6-ethylpyrazine-2-carboxylic acid